(S)-5-(2-amino-[1,2,4]triazolo[1,5-a]pyridin-7-yl)-N-(3,5-difluoro-2-((tetrahydrofuran-3-yl)oxy)benzyl)-2-methoxynicotinamide NC1=NN2C(C=C(C=C2)C=2C=NC(=C(C(=O)NCC3=C(C(=CC(=C3)F)F)O[C@@H]3COCC3)C2)OC)=N1